CC1(CCN(CC1)CC=1NC2=CC=CC=C2C1)C 2-((4,4-dimethylpiperidin-1-yl)methyl)-1H-indole